2,3-dioleyloxypropylammonium bromide [Br-].C(CCCCCCC\C=C/CCCCCCCC)OC(C[NH3+])COCCCCCCCC\C=C/CCCCCCCC